tert-butyl (S)-3-(((6-(3-(tert-butoxy)-2-hydroxy-3-oxopropoxy)-quinolin-2-yl)(3-((tert-butoxycarbonyl)amino)propyl)amino)methyl)azetidine-1-carboxylate C(C)(C)(C)OC([C@H](COC=1C=C2C=CC(=NC2=CC1)N(CCCNC(=O)OC(C)(C)C)CC1CN(C1)C(=O)OC(C)(C)C)O)=O